O.[Na+].[Fe+3].C(CN(CC(=O)[O-])CC(=O)[O-])N(CC(=O)[O-])CC(=O)[O-] ethylenediaminetetraacetic acid iron (iii) sodium salt hydrate